N,N-di(n-butyl)amine C(CCC)NCCCC